(2R,4aR,7R)-12-chloro-11-(1,6-dimethyl-1H-indazol-7-yl)-7-((dimethylamino)methyl)-10-fluoro-2-Methyl-2,3,4,4a,6,7-hexahydro-8-oxa-3,5a,9,13c-tetraazanaphtho[3,2,1-de]anthracene ClC1=CC2=C3C=4N(C[C@H](OC4N=C2C(=C1C=1C(=CC=C2C=NN(C12)C)C)F)CN(C)C)C[C@H]1CN[C@@H](CN13)C